N1=C(C=CC=C1)SSCCC(=O)NCCCCCCNC(CCCC)=O N-(6-(3-(pyridin-2-yldisulfanyl)propanamido)hexyl)pentanamide